[bis-p-tolylmethyl (methyl)amino] (2S)-2-[(3-hydroxy-4-methoxy-pyridine-2-carbonyl) amino]propanoate OC=1C(=NC=CC1OC)C(=O)N[C@H](C(=O)ONC(CC1=CC=C(C=C1)C)CC1=CC=C(C=C1)C)C